COC=1N=C2C(=NC1)NC(C(=C2)C2CCN(CC2)C(=O)OC(C)(C)C)=O tert-Butyl 4-(2-methoxy-6-oxo-5,6-dihydropyrido[2,3-b]pyrazin-7-yl)piperidine-1-carboxylate